[Cl-].C(CCCCCCCCCCCCCCC)C1=NC=CC=C1C hexadecyl-3-methyl-pyridine chloride